2-fluorobenzene disulfide FC12C(C=CC3C1S3)S2